5-(3,5-difluoropyridin-2-yl)-N-(3-fluoro-5-(methylsulfonyl)phenyl)-1-methyl-1H-pyrrole-3-carboxamide FC=1C(=NC=C(C1)F)C1=CC(=CN1C)C(=O)NC1=CC(=CC(=C1)S(=O)(=O)C)F